1-tert-butyl-N-{[3-(4-{[(3S,4R)-3-fluoro-1-methylpiperidin-4-yl]amino}-1-(2,2,2-trifluoroethyl)-1H-indol-2-yl)-1,2,4-oxadiazol-5-yl]methyl}-1H-imidazole-5-carboxamide C(C)(C)(C)N1C=NC=C1C(=O)NCC1=NC(=NO1)C=1N(C2=CC=CC(=C2C1)N[C@H]1[C@H](CN(CC1)C)F)CC(F)(F)F